3-[3-bromo-5-(2,2-dimethylmorpholin-4-yl)phenyl]-1-[(1-ethyl-1H-pyrazol-4-yl)methyl]-4-methyl-1,3-dihydro-2H-imidazol-2-one BrC=1C=C(C=C(C1)N1CC(OCC1)(C)C)N1C(N(C=C1C)CC=1C=NN(C1)CC)=O